6-((2'-(5-methoxyisoindolin-2-yl)-[2,4'-bipyrimidin]-4-yl)ethynyl)isoquinolin-1-amine COC=1C=C2CN(CC2=CC1)C1=NC=CC(=N1)C1=NC=CC(=N1)C#CC=1C=C2C=CN=C(C2=CC1)N